(S)-6-(4-chlorophenyl)-3-(1-hydroxypropan-2-yl)-8-(isothiazol-4-yl)pyrido[3,4-d]pyrimidin-4(3H)-one ClC1=CC=C(C=C1)C1=CC2=C(N=CN(C2=O)[C@H](CO)C)C(=N1)C=1C=NSC1